Cl.Cl.N1C=NC2=C1C=CC=C2C(=O)O 1H-benzo[d]imidazole-4-carboxylic acid dihydrochloride